1-(8-(((5,6-dichloro-1H-benzo[d]imidazol-2-yl)methyl)amino)-3-(trifluoromethyl)imidazo[1,2-b]pyridazin-6-yl)piperidine-4-carboxylic acid ClC1=CC2=C(NC(=N2)CNC=2C=3N(N=C(C2)N2CCC(CC2)C(=O)O)C(=CN3)C(F)(F)F)C=C1Cl